C1(=CC=C(C=C1)C1CNC(=C1N=NC1=CC=C(C=C1)OCC)C1=CC=CC=C1)C 3-(p-tolyl)-4-(p-ethoxyphenyl-diazenyl)-5-phenyl-2,3-dihydropyrrole